FC1=CC=CC=2C(=N[C@@H](C(NC21)=O)NC(=O)C=2C(=NN1C2O[C@H](CC1)COC)C1=C(C=CC=C1)F)C1=CC=CC=C1 |o1:22| (5R*)-N-[(3S)-9-fluoro-2-oxo-5-phenyl-1,3-dihydro-1,4-benzodiazepin-3-yl]-2-(2-fluorophenyl)-5-(methoxymethyl)-6,7-dihydro-5H-pyrazolo[5,1-b][1,3]oxazine-3-carboxamide